3-(2-deoxy-alpha-D-erythro-pentofuranosyl)N2-oxopropenylguanine [C@H]1(C[C@H](O)[C@H](O1)CO)N1C(=NC(C=2NC=NC12)=O)NC=CC=O